5-bromo-2-cyclopropyl-7-methylpyrazolo[1,5-a]pyridine BrC1=CC=2N(C(=C1)C)N=C(C2)C2CC2